CN1CC=2N(N=C3C=C(C=CC23)C2NCC(CC2)C)CC1 2-Methyl-8-(5-METHYLPIPERIDIN-2-yl)-1,2,3,4-tetrahydropyrazino[1,2-b]indazole